3-(3-(3-(2-(2-chloro-3,4-dihydroxyphenyl)-2-oxo acetamido)propanamido)-2-oxoimidazolidin-1-yl)-7-oxo-4-thia-1-azabicyclo[3.2.0]heptane-3-carboxylate ClC1=C(C=CC(=C1O)O)C(C(=O)NCCC(=O)NN1C(N(CC1)C1(CN2C(CC2S1)=O)C(=O)[O-])=O)=O